CC1=CC(=NC(=N1)C(C)C)C=O 6-METHYL-2-(PROPAN-2-YL)PYRIMIDINE-4-CARBALDEHYDE